C(C)OC(=O)C=1C=NN(C1)CC=1C(=NC(=CC1)N1CC2CC2C1)[C@@H](C)O 1-[(6-{3-azabicyclo[3.1.0]hex-3-yl}-2-[(1R)-1-hydroxyethyl]pyridin-3-yl)methyl]-1H-pyrazole-4-carboxylic acid ethyl ester